FC(CN(C(COC)=O)C=1N=C2N(CCOC3=C2C=CC(=C3)N[C@H](C(=O)N)C)C1)F (S)-2-((2-(N-(2,2-difluoroethyl)-2-methoxyacetamido)-5,6-dihydrobenzo[f]imidazo[1,2-d][1,4]oxazepin-9-yl)amino)propanamide